FCCOC(C1=CC=CC=C1)NCCC1=C(C=C(C(=C1)OC)Br)OC N-[(2-fluoroethoxy)benzyl]-1-(2,5-dimethoxy-4-bromophenyl)-2-aminoethane